CC1=C(OC2=C(C=C(C=C2)CCNS(=O)=O)C=2C3=C(C(N(C2)C)=O)C=C(O3)C3=CC(=C(C(=C3)C)OCCO)C)C(=CC=C1)C N-(4-(2,6-dimethylphenoxy)-3-(2-(4-(2-hydroxyethoxy)-3,5-dimethylphenyl)-5-methyl-4-oxo-4,5-dihydrofuro[3,2-c]pyridin-7-yl)phenyl)ethylsulfonamide